C(N)(=O)OCC(C)OC(N)=O propylene glycol dicarbamate